6-(4-fluorophenyl)-8-(((R)-tetrahydrofuran-3-yl)oxy)-N-((R)-1-(2-(trifluoromethyl)pyrimidin-5-yl)ethyl)quinazolin-4-amine FC1=CC=C(C=C1)C=1C=C2C(=NC=NC2=C(C1)O[C@H]1COCC1)N[C@H](C)C=1C=NC(=NC1)C(F)(F)F